C(C)OC(=O)C=1OC2=C(C1C)C=C(C=C2)S(N(CCC2=CC=CC=C2)CC2=C(C=CC=C2)F)(=O)=O 3-Methyl-5-(N-(2-fluorobenzyl)-N-phenethylsulfamoyl)benzofuran-2-carboxylic acid ethyl ester